4-(methoxymethoxy)benzaldehyde COCOC1=CC=C(C=O)C=C1